4-methyl-3-[[(1R)-1-(1-naphthyl)ethyl]phenyl]sulfonyl-piperazine-1-carboxylic acid tert-butyl ester C(C)(C)(C)OC(=O)N1CC(N(CC1)C)S(=O)(=O)C1=C(C=CC=C1)[C@H](C)C1=CC=CC2=CC=CC=C12